(R)-5-(7,8-dimethyl-[1,2,4]triazolo[1,5-a]pyridin-6-yl)-6-isopropyl-1-(1-(oxetan-3-yl)piperidin-3-yl)-1,3-dihydro-2H-benzo[d]imidazol-2-one CC1=C(C=2N(C=C1C1=CC3=C(N(C(N3)=O)[C@H]3CN(CCC3)C3COC3)C=C1C(C)C)N=CN2)C